3-(6-(4-methoxypyrrolo[2,1-f][1,2,4]triazin-5-yl)-2-methyl-1H-imidazo[4,5-b]pyridin-1-yl)cyclobutan-1-ol COC1=NC=NN2C1=C(C=C2)C=2C=C1C(=NC2)N=C(N1C1CC(C1)O)C